(S)-N-(2-bromo-5-((oxetan-2-ylmethyl)amino)pyridin-4-yl)-2-chloroacetamide BrC1=NC=C(C(=C1)NC(CCl)=O)NC[C@H]1OCC1